2-[(1-Acetyl-azepan-3-ylmethyl)-methyl-amino]-5-oxo-5H-thieno[3,2-b]pyran-6-carboxylic acid C(C)(=O)N1CC(CCCC1)CN(C1=CC=2OC(C(=CC2S1)C(=O)O)=O)C